Cl.FC=1C=NN(C1)C1=CC(NC=C1)=O 4-(4-fluoro-1H-pyrazol-1-yl)pyridin-2(1H)-one hydrochloride